BrC1=CC=C(C=C1)[C@H](C(F)(F)F)N(C(=O)C1CCC(CC1)C#N)C (1r,4S)-N-((S)-1-(4-bromophenyl)-2,2,2-trifluoroethyl)-4-cyano-N-methylcyclohexane-1-carboxamide